tert-butyl {1-[4-(trifluoromethyl)phenyl] pyrrolidin-3-yl}carbamate FC(C1=CC=C(C=C1)N1CC(CC1)NC(OC(C)(C)C)=O)(F)F